ClC1=C(OC[C@@H](/C=C/[C@H]2[C@@H](C[C@@H]3OC[C@H](CC[C@@H]32)COCC(=O)OC(C)C)O)O)C=CC=C1 2-Propanyl ({(3R,5aR,6R,7R,8aS)-6-[(1E,3R)-4-(2-chlorophenoxy)-3-hydroxy-1-buten-1-yl]-7-hydroxyoctahydro-2H-cyclopenta[b]oxepin-3-yl}methoxy)acetate